C(CCC)C=1N(C2=C(C(=NC=3C=CC=CC23)N)N1)CC1=CC=C(C=C1)CNCCCC 2-butyl-1-(4-((butylamino)methyl)benzyl)-1H-imidazo[4,5-c]quinolin-4-amine